hydroxymethane-sulfinic acid monosodium salt dihydrate O.O.[Na+].OCS(=O)[O-]